3-(1-(2-(trifluoromethyl)phenoxy)ethyl)piperidine-1-carboxylic acid FC(C1=C(OC(C)C2CN(CCC2)C(=O)O)C=CC=C1)(F)F